3-(3-(1-ethyl-3-(3-hydroxy-2,2-dimethylpropyl)-2-(2-((S)-1-methoxyethyl)pyridin-3-yl)-1H-indol-5-yl)-5-(fluoromethyl)phenyl)propanoic acid C(C)N1C(=C(C2=CC(=CC=C12)C=1C=C(C=C(C1)CF)CCC(=O)O)CC(CO)(C)C)C=1C(=NC=CC1)[C@H](C)OC